(E)-4-(8-amino-3-(4-(4-methoxybut-2-enamido)bicyclo[2.2.1]heptan-1-yl)imidazo[1,5-a]pyrazin-1-yl)-N-(4-(trifluoromethyl)pyridin-2-yl)benzamide NC=1C=2N(C=CN1)C(=NC2C2=CC=C(C(=O)NC1=NC=CC(=C1)C(F)(F)F)C=C2)C21CCC(CC2)(C1)NC(\C=C\COC)=O